FC(C1=NC=CC=C1CNC=1C2=C(N=C(N1)N)N=CC=C2)(F)F N4-[[2-(trifluoromethyl)-3-pyridyl]methyl]pyrido[2,3-d]pyrimidine-2,4-diamine